[Se].CN1CCN(CC1)NC(S)=S N'-methyl-N-piperazinyl-dithiocarbamic acid selenium